FC1=C(C=C(C=C1)F)C1CC=NN1C(=O)C1CC2C(CN(C2)C2=NC=CC(=N2)C#N)C1 2-(5-(5-(2,5-difluorophenyl)-4,5-dihydro-1H-pyrazole-1-carbonyl)hexahydrocyclopenta[c]pyrrol-2(1H)-yl)pyrimidine-4-carbonitrile